O[C@H]1CN(C[C@H]1NC1=C2C=CC=NC2=C(C=N1)C1=NC=C(C=C1)C(F)(F)F)C(C=C)=O 1-((3S,4R)-3-hydroxy-4-((8-(5-(trifluoromethyl)pyridin-2-yl)-1,6-naphthyridin-5-yl)amino)pyrrolidin-1-yl)prop-2-en-1-one